4-((6'-((2-(1-(Cyclopropylsulfonyl)-1H-pyrazol-4-yl)pyrimidin-4-yl)amino)-4-(difluoromethoxy)-[2,3'-bipyridin]-4'-yl)amino)-1-methylcyclohexan-1-ol C1(CC1)S(=O)(=O)N1N=CC(=C1)C1=NC=CC(=N1)NC1=CC(=C(C=N1)C1=NC=CC(=C1)OC(F)F)NC1CCC(CC1)(O)C